6-ethyl-5-(ethyl-(methyl)amino)pyrazine-2-carboxamide C(C)C1=C(N=CC(=N1)C(=O)N)N(C)CC